2-(6-fluoro-1H-indol-3-yl)ethanol FC1=CC=C2C(=CNC2=C1)CCO